[Si](C1=CC=CC=C1)(C1=CC=CC=C1)(C(C)(C)C)OCCN1C(=NC2=C1C=C(C(=C2)F)C#N)C=2C=NC=C(C2)CO 1-[2-(tert-Butyldiphenylsilyloxy)ethyl]-5-fluoro-2-[5-(hydroxymethyl)pyridin-3-yl]-1H-benzo[d]imidazole-6-carbonitrile